6'-methyl-1-[(pyrazolo[1,5-a]pyrimidin-3-yl)methyl]-2'-(quinolin-3-yl)-5',6'-dihydrospiro[azetidine-3,4'-pyrrolo[1,2-b]pyrazole] CC1CC2(C=3N1N=C(C3)C=3C=NC1=CC=CC=C1C3)CN(C2)CC=2C=NN3C2N=CC=C3